ClC1=NN(C(=C1)CC=1N=NN(C1)CC1CC1)C1=C(C=C(C=C1)F)[C@@H](C)OCC1=CC=C(C=C1)OC (R)-4-((3-chloro-1-(4-fluoro-2-(1-(4-methoxybenzyloxy)ethyl)phenyl)-1H-pyrazol-5-yl)methyl)-1-(cyclopropylmethyl)-1H-1,2,3-triazole